3-(5-(4-methyl-2-oxo-3-(6-(trifluoromethyl)pyridin-3-yl)imidazolidin-1-yl)-1-oxoisoindolin-2-yl)piperidine-2,6-dione CC1N(C(N(C1)C=1C=C2CN(C(C2=CC1)=O)C1C(NC(CC1)=O)=O)=O)C=1C=NC(=CC1)C(F)(F)F